(S)-N-(4-cyano-3-(trifluoromethyl)phenyl)-3-(2,3-dioxoindolin-1-yl)-2-hydroxy-2-methylpropanamide C(#N)C1=C(C=C(C=C1)NC([C@@](CN1C(C(C2=CC=CC=C12)=O)=O)(C)O)=O)C(F)(F)F